ClC=1C=C(CCNC=2C3=C(N=C(N2)CC)SC(=C3)C)C=CC1Cl N-(3,4-dichlorophenethyl)-2-ethyl-6-methylthieno[2,3-d]pyrimidin-4-amine